1-((1H-pyrrolo[2,3-b]pyridin-4-yl)methyl)-3-(3-(tert-butyl)-1-methyl-1H-pyrazol-5-yl)-5,5-dimethylimidazolidine-2,4-dione N1C=CC=2C1=NC=CC2CN2C(N(C(C2(C)C)=O)C2=CC(=NN2C)C(C)(C)C)=O